FC(S(=O)(=O)OC1=CCC(CC1)CC(=O)[O-])(F)F 2-(4-(((trifluoromethyl)sulfonyl)oxy)cyclohex-3-en-1-yl)acetate